N-(2-bromo-6-chlorophenyl)-4-ethoxy-2-((3-methyl-4-(piperidin-4-yloxy)phenyl)amino)pyrimidine-5-carboxamide BrC1=C(C(=CC=C1)Cl)NC(=O)C=1C(=NC(=NC1)NC1=CC(=C(C=C1)OC1CCNCC1)C)OCC